(S)-4-(2-oxopyrrolidin-1-yl)-3-(4-fluorophenyl)-N-((R)-1-(5-methylpyrazin-2-yl)ethyl)-4,5-dihydro-1H-pyrazol-1-carboxamide O=C1N(CCC1)[C@@H]1C(=NN(C1)C(=O)N[C@H](C)C1=NC=C(N=C1)C)C1=CC=C(C=C1)F